CC1=C(OC2=C1C=C(C=C2)S(N(CCC2=CC=CC=C2)C(C2=CC=CC=C2)CC2=CC=C(C=C2)C(N)=O)(=O)=O)C(=O)O 3-methyl-5-(N-(4-carbamoylbenzylbenzyl)-N-phenethylsulfamoyl)benzofuran-2-carboxylic acid